5-{3-(cyanometh-yl)-3-[4-(1H-pyrrolo[2,3-b]-pyridin-4-yl)-1H-pyrazol-1-yl]-azetidin-1-yl}-N-isopropylpyrazine-2-carboxamide C(#N)CC1(CN(C1)C=1N=CC(=NC1)C(=O)NC(C)C)N1N=CC(=C1)C1=C2C(=NC=C1)NC=C2